C1=CC=CC=2C1=CC=CC2 benzo[d]benzene